C(C1=CC=CC=C1)OC1CC(C1)(F)C=1C(=NC=C(C(=O)OC)C1)OC methyl 5-(3-(benzyloxy)-1-fluorocyclobutyl)-6-methoxynicotinate